methyl 2-((2,5,5-trimethyl bicyclo[2.2.1]heptan-2-yl)thio)acetate CC1(C2CC(C(C1)C2)(C)C)SCC(=O)OC